OC1=CC=C(C=C1)C1(CCC(CC1)C)C1=CC=C(C=C1)O 1,1-bis-(4-hydroxyphenyl)-4-methyl-cyclohexane